2-(2,6-dioxopiperidin-3-yl)-4-fluoro-3-oxoisoindoline-5-carbonitrile O=C1NC(CCC1N1CC2=CC=C(C(=C2C1=O)F)C#N)=O